CSC=1C=C(C=CC1[N+](=O)[O-])O 3-methylsulfanyl-4-nitro-phenol